1-(Bromomethyl)-2-isopropyl-benzene BrCC1=C(C=CC=C1)C(C)C